N-(6-amino-5-ethyl-3-pyridyl)-2-oxo-2-[(2R,5S)-2-[3-[(2,6-dimethyl-4-pyridyl)oxy]phenyl]-5-methyl-1-piperidyl]acetamide NC1=C(C=C(C=N1)NC(C(N1[C@H](CC[C@@H](C1)C)C1=CC(=CC=C1)OC1=CC(=NC(=C1)C)C)=O)=O)CC